allylpyrrol C(C=C)C=1NC=CC1